S1C=NC2=C1CO[C@H]2[C@H]2O[C@H]([C@@H]([C@@H]2O)O)N2C=CC1=C2N=CN=C1C (2S,3S,4R,5R)-2-((R)-4,6-dihydrofuro[3,4-d]thiazol-4-yl)-5-(4-methyl-7H-pyrrolo[2,3-d]pyrimidin-7-yl)tetrahydrofuran-3,4-diol